P(=O)(O)([O-])[O-].[Na+].[Na+].O Water disodium hydrogen phosphate